1-(3-{3-fluoro-4-[(2-methyl-1H-imidazol-1-yl)methyl]phenyl}-5-isobutyl-2-thienylsulfonyl)-3-propoxyurea FC=1C=C(C=CC1CN1C(=NC=C1)C)C1=C(SC(=C1)CC(C)C)S(=O)(=O)NC(=O)NOCCC